NC1=C(C=C(C=C1)F)NC(C)=O N-(2-amino-5-fluoro-phenyl)acetamide